N1C(=NC2=C1C=CC=C2)C=2C=C(C=CC2)NC2=CC=C(C=C2)C2=NC=CC=N2 N-[3-(1H-benzo[d]imidazol-2-yl)phenyl]-4-(pyrimidin-2-yl)aniline